BrC(C([2H])[2H])([2H])[2H] 2-bromoethane-1,1,2,2-d